tert-butyl (3-(4-(2-(4-((2-(2-oxa-6-azaspiro[3.3]heptan-6-yl)pyrimidin-4-yl) methoxy)phenyl)propan-2-yl)phenoxy)-2-methylpropyl)carbamate C1OCC12CN(C2)C2=NC=CC(=N2)COC2=CC=C(C=C2)C(C)(C)C2=CC=C(OCC(CNC(OC(C)(C)C)=O)C)C=C2